1-(2-fluoro-4-methyl-5-(2-(methylamino)-8,9-dihydroimidazo[1',2':1,6]pyrido[2,3-d]pyrimidin-6-yl)phenyl)-3-(2-fluoro-5-(trifluoromethyl)phenyl)urea FC1=C(C=C(C(=C1)C)C1=CC2=C(N=C(N=C2)NC)N2C1=NCC2)NC(=O)NC2=C(C=CC(=C2)C(F)(F)F)F